O=C1NC(CCC1C1=CC(=NC=C1)NC(CN1[C@H](CN(CC1)C(=O)OC(C)(C)C)C(F)(F)F)=O)=O (3R)-tert-Butyl 4-(2-((4-(2,6-dioxopiperidin-3-yl)pyridin-2-yl)amino)-2-oxoethyl)-3-(trifluoromethyl)piperazine-1-carboxylate